BrC=1C(=NC(=NC1OC)N(CC1=C(C=C(C=C1)OC)OC)CC1=C(C=C(C=C1)OC)OC)OC 5-bromo-N,N-bis[(2,4-dimethoxyphenyl)methyl]-4,6-dimethoxy-pyrimidin-2-amine